FC1=CC=CC(=N1)S(=O)(=O)NC1=NC(=C(N=C1)N1N=C(C=C1)OCC(C(F)(F)F)(C)C)C1=C(C=CC=C1)CCCCCCNCC1CCN(S1(=O)=O)C 6-fluoro-N-[6-[2-[6-[(2-methyl-1,1-dioxo-1,2-thiazolidin-5-yl)methylamino]hexyl]phenyl]-5-[3-(3,3,3-trifluoro-2,2-dimethyl-propoxy)pyrazol-1-yl]pyrazin-2-yl]pyridine-2-sulfonamide